2-chloro-5-(difluoromethoxymethyl)pyrazine sodium N-dodecyl-β-aminopropionate C(CCCCCCCCCCC)NCCC(=O)[O-].[Na+].ClC1=NC=C(N=C1)COC(F)F